Methyl 4-((5-((((3r,5r,7r)-adamantan-1-yl)methyl)carbamoyl)-1H-indol-1-yl)methyl)-2-methylbenzoate C12(CC3CC(CC(C1)C3)C2)CNC(=O)C=2C=C3C=CN(C3=CC2)CC2=CC(=C(C(=O)OC)C=C2)C